C(C)N(C1=CC2=C(C=C(C(O2)=O)/C=C/C(=O)O)C=C1)CC (E)-3-(7-(diethylamino)-2-oxo-2H-benzopyran-3-yl)acrylic acid